N1,N3-bis(3-(tert-butyl)phenyl)-2-chloro-5-methylbenzene-1,3-diamine C(C)(C)(C)C=1C=C(C=CC1)NC1=C(C(=CC(=C1)C)NC1=CC(=CC=C1)C(C)(C)C)Cl